Perfluorohexyl-acetic acid FC(C(=O)O)(C(C(C(C(C(C(F)(F)F)(F)F)(F)F)(F)F)(F)F)(F)F)F